ClC1=C(C=CC=C1C1=C(C(=NC=C1)Cl)Cl)C1=CC=C(C(=N1)OC)CNC1CCN(CC1)C(C)=O 1-[4-[[6-[2-chloro-3-(2,3-dichloro-4-pyridyl)phenyl]-2-methoxy-3-pyridyl]methylamino]-1-piperidyl]ethanone